C(C)(C)(C)CC(C)(C)OC(=O)N(C(=O)OCCN1CCN(CC1)CC1=C(C(=C(C=C1)OC)OC)OC)CCOCCOCC=C 2-[4-[(2,3,4-trimethoxyphenyl)methyl]piperazin-1-yl]ethanol tert-butyl-N-[2-(2-allyloxyethoxy)ethyl]-N-tert-butoxycarbonyl-carbamate